CC1=C2C(NC=NC2=CC=C1[N+](=O)[O-])=O 5-methyl-6-nitroquinazolin-4(3H)-one